N[C@H]1C(N(C2=C(C(C1)(F)F)C=C(C(=C2)C=2OC(=NN2)N2CCC(CC2)(F)F)F)CC2=CC=C(C=C2)C2=NOC(=N2)C(F)(F)F)=O (3R)-3-amino-8-[5-(4,4-difluoro-1-piperidyl)-1,3,4-oxadiazol-2-yl]-5,5,7-trifluoro-1-[[4-[5-(trifluoromethyl)-1,2,4-oxadiazol-3-yl]phenyl]methyl]-3,4-dihydro-1-benzazepin-2-one